tert-Butyl 7-(4-((3-chloro-4-(difluoromethoxy)phenyl)amino)pyrido[3,2-d]pyrimidin-6-yl)-4,7-diazaspiro[2.5]octane-4-carboxylate ClC=1C=C(C=CC1OC(F)F)NC=1C2=C(N=CN1)C=CC(=N2)N2CCN(C1(CC1)C2)C(=O)OC(C)(C)C